N,N-dibutyl-butane-1,4-diamine C(CCC)N(CCCCN)CCCC